NC1=CC=C(C=C1)C=1SC(=CN1)CNC1=CC=CC=C1 N-(2-(4-aminophenyl)thiazol-5-ylmethyl)aniline